6-(dimethylamino)-1H-indole CN(C1=CC=C2C=CNC2=C1)C